CN1N=C(C(=C1)C1=CC=C(N=N1)NC1C[C@@H]2[C@@H](CN(C2)CC2=NC=CC=C2C)C1)C (3aR,5s,6aS)-N-[6-(1,3-dimethylpyrazol-4-yl)pyridazin-3-yl]-2-[(3-methyl-2-pyridyl)methyl]-3,3a,4,5,6,6a-hexahydro-1H-cyclopenta[c]pyrrol-5-amine